[(1,3-thiazol-5-yl)methyl]-7H-pyrrolo[2,3-d]pyrimidin-4-amine dihydrochloride Cl.Cl.S1C=NC=C1CC=1N=C(C2=C(N1)NC=C2)N